FC(C=1N=CC=2N(C1)C(=CN2)C2=NC=CC(=N2)N2CC1(CC2)CCN(CC1)C(=O)OC(C)(C)C)F tert-Butyl 2-(2-(6-(difluoromethyl)imidazo[1,2-a]pyrazin-3-yl)pyrimidin-4-yl)-2,8-diazaspiro[4.5]decane-8-carboxylate